N-methyl-D(-)-glucosamine CN[C@H]1C(O)O[C@@H]([C@H]([C@@H]1O)O)CO